N1(CCCC2=CC=CC=C12)C(=O)C=1C=NC=C(C1)C1=CC=C(C=C1)CN(C)C (3,4-Dihydroquinolin-1(2H)-yl)(5-(4-((dimethylamino)methyl)phenyl)pyridin-3-yl)methanone